5-(3-bromo-2,6-difluorophenoxy)-3,3-difluoro-2-(4-fluorophenyl)pentan-2-amine BrC=1C(=C(OCCC(C(C)(N)C2=CC=C(C=C2)F)(F)F)C(=CC1)F)F